[C@@H]1([C@H](O)[C@@H](O)[C@@H](O1)CO)OC[C@@H]1[C@H]([C@@H]([C@H]([C@H](OCCC2=CC=CC=C2)O1)O)O)O 2-phenylethyl 6-O-α-L-arabinofuranosyl-β-D-glucopyranoside